(S)-5-(2-chlorothiazol-4-yl)-6-methyl-3,6-dihydro-2H-1,3,4-oxadiazin-2-one ClC=1SC=C(N1)C1=NNC(O[C@H]1C)=O